chroman-6-carboxylic acid [2-(4,4-difluoro-piperidin-1-yl)-benzooxazol-5-yl]-amide FC1(CCN(CC1)C=1OC2=C(N1)C=C(C=C2)NC(=O)C=2C=C1CCCOC1=CC2)F